INDIUM ZINC TIN OXIDE [Sn]=O.[Zn].[In]